CS(=O)(=O)OC1CCSCC1 Tetrahydrothiopyran-4-yl methanesulfonate